C(C=C)(=O)N1[C@@H]2[C@@H](OC[C@H]1CC2)C2=CC(=NC(=C2)Cl)C2=CC(=NC=N2)C(=O)NC 6-(4-((1S,2S,5R)-8-acryloyl-3-oxa-8-azabicyclo[3.2.1]octan-2-yl)-6-chloropyridin-2-yl)-N-methylpyrimidine-4-carboxamide